2-hydroxy-N,N-dimethyl-N-(3-sulfopropyl)pentan-1-aminium OC(C[N+](CCCS(=O)(=O)O)(C)C)CCC